PHTHALIC ACID C(C=1C(C(=O)O)=CC=CC1)(=O)O